α-n-Hexyl-β-phenylacrolein CCCCCC/C(=C\C1=CC=CC=C1)/C=O